C(C)OP1(OC(=C(C2=C1C=CC=C2)[Se]C2=CC=CC=C2)C2=CSC=C2)=O 1-Ethoxy-4-(phenylselanyl)-3-(thiophen-3-yl)benzo[c][1,2]oxaphosphinine 1-oxide